N1N=NC(=C1)C=1C=C(C=CC1)NC(=O)C=1[N+](=C(NC1C)C=1C=C(C(=CC1)OC)C1=C(C=CC=C1C)C)[O-] 4-((3-(1H-1,2,3-triazol-4-yl)phenyl)carbamoyl)-2-(6-methoxy-2',6'-dimethyl-[1,1'-biphenyl]-3-yl)-5-methyl-1H-imidazole 3-oxide